butyl N-(4-chloro-2-nitro-phenyl)carbamate ClC1=CC(=C(C=C1)NC(OCCCC)=O)[N+](=O)[O-]